N-((4-fluoro-2-methylphenyl)sulfonyl)-5,5-diphenyl-4,5-dihydroisoxazole-3-carboxamide FC1=CC(=C(C=C1)S(=O)(=O)NC(=O)C1=NOC(C1)(C1=CC=CC=C1)C1=CC=CC=C1)C